C(CCCCCCC)OC(CCC(=O)OCC(COC(CCCCCCC\C=C/C\C=C/CCCCC)=O)COC(=O)OCC1CCN(CC1)C)OCCCCCCCC (9Z,12Z)-3-((4,4-bis(octyloxy)butanoyl)oxy)-2-(((((1-methylpiperidin-4-yl)methoxy)carbonyl)oxy)methyl)propyloctadeca-9,12-dienoate